N=C(CCCSCCC(=O)OCCCCCCCCCCCC)NCCNC(CCCSCCC(=O)OCCCCCCCCCCCC)=N didodecyl 8,13-diimino-4,17-dithia-9,12-diazaicosanedioate